triethoxy((4-methoxymethyl-2-methoxyphenoxy)methyl)silane C(C)O[Si](COC1=C(C=C(C=C1)COC)OC)(OCC)OCC